C(C)OCCC(=O)OCCCCC amyl 3-ethoxypropionate